1,2,3,4-Tetrahydroisoquinolin-3-carboxylic acid C1NC(CC2=CC=CC=C12)C(=O)O